(2R)-2-acetamido-N-benzyl-3-methoxypropanamide C(C)(=O)N[C@@H](C(=O)NCC1=CC=CC=C1)COC